CC(C)(C)[O-].[K+].F[C@@H]1CN(CC[C@@H]1F)C1=CN(C2=C1N=C(N=C2)SCC=2C=C(C=CC2)CC(=O)O)C(C)C dl-2-(3-(((7-((cis)-3,4-difluoropiperidin-1-yl)-5-isopropyl-5H-pyrrolo[3,2-d]pyrimidin-2-yl)thio)methyl)phenyl)acetic acid Potassium tert-butoxide